diketopyrrolo-pyrrole tert-butyl-((5-hydroxy-6-methoxybenzo[d]thiazol-2-yl)methyl)carbamate C(C)(C)(C)N(C(O)=O)CC=1SC2=C(N1)C=C(C(=C2)OC)O.O=C2C(N=C1C=CN=C12)=O